((1-(3-hydroxypropyl)cyclohexyl)methyl)benzamide OCCCC1(CCCCC1)CC1=C(C(=O)N)C=CC=C1